(4aR,10bR)-8-[(4-ethyl-1,3-benzothiazol-2-yl)sulfanyl]-4,10b-dimethyl-1,4,4a,5,6,10b-hexahydrobenzo[f]quinolin-3(2H)-one C(C)C1=CC=CC2=C1N=C(S2)SC2=CC1=C([C@]3(CCC(N([C@@H]3CC1)C)=O)C)C=C2